(3R,4R)-4-((5-chloro-4-(9-fluoro-1-methyl-1,2,3,4-tetrahydrobenzo[4,5]imidazo[1,2-a]pyrimidin-7-yl)pyrimidin-2-yl)amino)-1-methylpiperidin-3-ol ClC=1C(=NC(=NC1)N[C@H]1[C@@H](CN(CC1)C)O)C1=CC2=C(N=C3N2CCCN3C)C(=C1)F